ClC1=CC(=CC=2C(=CB(OC21)O)C(C)C)NC2=NC=C(C(=N2)N[C@@H]2COCC[C@H]2C#N)C (trans)-3-((2-((8-chloro-2-hydroxy-4-isopropyl-2H-benzo[e][1,2]oxaborinin-6-yl)amino)-5-methylpyrimidin-4-yl)amino)tetrahydro-2H-pyran-4-carbonitrile